CN1CC2=C(C=CC=C2C=C1C=1OC=CC1)OC 2-methyl-3-(furan-2-yl)-8-methoxyisoquinoline